[Zr+4].C(C)N ethaneamine zirconium (IV)